CC(CC)CCCCCCCCCCCC 3-methyl-PENTADECANE